ethyl 2-(2-((5-(3-(aminomethyl)phenyl)-7-(1,3-dimethyl-1H-pyrazol-4-yl)benzofuran-3-yl)methoxy)phenyl)acetate NCC=1C=C(C=CC1)C=1C=C(C2=C(C(=CO2)COC2=C(C=CC=C2)CC(=O)OCC)C1)C=1C(=NN(C1)C)C